(2-bromo-4-methyl-phenyl)sulfonyl-4H-triazolo[1,5-a]quinazolin-5-one BrC1=C(C=CC(=C1)C)S(=O)(=O)C=1N=NN2C1NC(C1=CC=CC=C21)=O